C1(CC1)C1(OCCC1)C(=O)O 2-Cyclopropyloxolane-2-carboxylic acid